ClC1=CC=C2C(=N1)N(N=C2)C2OCCCC2 6-chloro-1-(tetrahydro-2H-pyran-2-yl)-1H-pyrazolo[3,4-b]pyridine